(methyl)(2-(3-(3-methyl-1H-pyrazol-5-yl)-5-((R)-3-methylmorpholino)isoxazolo[4,5-b]pyridin-7-yl) propan-2-yl)-λ6-sulfanyl ketone C[SH3](C(C)(C)C1=C2C(=NC(=C1)N1[C@@H](COCC1)C)C(=NO2)C2=CC(=NN2)C)C(=O)[SH3](C)C(C)(C)C2=C1C(=NC(=C2)N2[C@@H](COCC2)C)C(=NO1)C1=CC(=NN1)C